OCCCOC(CS(=O)(=O)C)=O methylsulfonylacetic acid hydroxypropyl ester